lithium 2,6-di-tert-butyl-4-methylphenol C(C)(C)(C)C1=C(C(=CC(=C1)C)C(C)(C)C)O.[Li]